N1=C(C=CC=C1)C=1CN=C(CC1)C1=NC=CC=C1 3,6-di(pyridin-2-yl)-2,5-dihydropyridine